2-(1-((2-acetyl-3-oxo-7-(trifluoromethyl)isoindolin-5-yl)methyl)azetidin-3-yl)acetonitrile C(C)(=O)N1CC2=C(C=C(C=C2C1=O)CN1CC(C1)CC#N)C(F)(F)F